NC=1C=C(C=C(C1)C(F)(F)F)C(C)NC1=NC(=NC2=CC=C(C=C12)C1CCN(CC1)CC(=O)N)C 2-(4-(4-((1-(3-Amino-5-(trifluoromethyl)phenyl)ethyl)amino)-2-methylquinazolin-6-yl)Piperidin-1-yl)acetamide